3-(5-acetylthiophen-2-yl)-1-(3-fluoro-2-methylphenyl)cyclopentane-1-carboxylic acid C(C)(=O)C1=CC=C(S1)C1CC(CC1)(C(=O)O)C1=C(C(=CC=C1)F)C